FC(C1=CC=C(C=C1)C1=NN=C(C2=CC=CC=C12)N[C@@H]1CN(CC1)C(C=C)=O)(F)F (S)-1-(3-((4-(4-(trifluoromethyl)phenyl)phthalazin-1-yl)amino)pyrrolidin-1-yl)prop-2-en-1-one